CSC1=CC2=C(C(=N1)C1=CNC3=CN=C(C=C31)NC(C)=O)OCCO2 N-(3-(7-(methylthio)-2,3-dihydro-[1,4]dioxino[2,3-c]pyridin-5-yl)-1H-pyrrolo[2,3-c]pyridin-5-yl)acetamide